difluoromethylenefuran FC(F)=C1OC=CC1